NC1=CC2=C(N=C(N=C2)NC2=NC=C(C=C2)N2CCC2)N(C1=O)C1CCCC1 6-amino-2-(5-azetidin-1-yl-pyridin-2-ylamino)-8-cyclopentyl-8H-pyrido[2,3-d]Pyrimidin-7-one